FC=1C(=NN(C1)CC1=CC=C(C=C1)F)C(=O)N[C@@H]1[C@H]2[C@@H](C3=C(N(C1=O)C)N=CC=C3)C2 4-fluoro-1-(4-fluorobenzyl)-N-((1aR,2R,8bS)-4-methyl-3-oxo-1,1a,2,3,4,8b-hexahydrocyclopropa[d]pyrido[2,3-b]azepin-2-yl)-1H-pyrazole-3-carboxamide